C(OCl=O)OCl=O Methylene chlorite